O=C(CC(C(=O)O)C)CC(=O)O.COC(CC(CCC(=O)O)=O)=O 6-methoxy-4,6-dioxohexanoic acid (4-oxo-monomethyl adipate)